FC1=CC=C(C=C1)N1CC2C(C1)CNC2 5-(4-fluorophenyl)-2,3,3a,4,6,6a-hexahydro-1H-pyrrolo[3,4-c]pyrrole